C(C)(C)(C)OC(=O)N1C(CC=CC1)C1=CC=CC=2OC(OC21)(C=2C=NC(=CC2)C)C (2-methyl-2-(6-methylpyridin-3-yl)benzo[D][1,3]dioxol-4-yl)-3,6-dihydropyridin-1(2H)-carboxylic acid tert-butyl ester